5-(2-(4-Nitrophenyl)butanamido)-4-cyano-3-methylthiophene-2-carboxamide [N+](=O)([O-])C1=CC=C(C=C1)C(C(=O)NC1=C(C(=C(S1)C(=O)N)C)C#N)CC